N6-(3,3-difluorocyclobutyl)-3-isopropyl-N8-(2-pyridylmethyl)-[1,2,4]triazolo[4,3-b]pyridazine-6,8-diamine FC1(CC(C1)NC=1C=C(C=2N(N1)C(=NN2)C(C)C)NCC2=NC=CC=C2)F